(S)-1-((S)-3-((S)-sec-butyl)-2-oxo-2,3,4,5-tetrahydro-1H-benzo[e][1,4]diazepine-4-carbonyl)-N-methylpyrrolidine-3-carboxamide [C@H](C)(CC)[C@@H]1N(CC2=C(NC1=O)C=CC=C2)C(=O)N2C[C@H](CC2)C(=O)NC